2-[4-chloro-2-(trifluoromethoxy)phenyl][1,2,4]Triazolo[1,5-c]Quinazolin-5-yl-alaninamide ClC1=CC(=C(C=C1)C1=NN2C(=NC=3C=CC=CC3C2=N1)N[C@@H](C)C(=O)N)OC(F)(F)F